C=C1CC(OCC1)C=C(C)C 4-Methylen-2-(2-methylprop-1-enyl)-tetrahydropyran